6-(Difluoromethoxy)pyridin FC(OC1=CC=CC=N1)F